ClC=1C(=C(C=CC1)O)C1=CC(=NO1)C(F)F 3-chloro-2-[3-(difluoromethyl)isoxazol-5-yl]-phenol